4-chloro-5-nitropyridin-2(1H)-one ClC1=CC(NC=C1[N+](=O)[O-])=O